C(C1=CC=CC=C1)OC=1C=CC2=C(C(=C(O2)C2OCCO2)C(=O)OCC)C1 ethyl 5-(benzyloxy)-2-(1,3-dioxolan-2-yl)benzofuran-3-carboxylate